4-(2-Amino-2-methylpropanoyl)-N-(1-(4-(((trans-4-aminocyclohexyl)(2-hydroxyethyl)amino)methyl)phenyl)-2-oxo-1,2-dihydropyrimidin-4-yl)piperazine-1-carboxamide hydrochloride salt Cl.NC(C(=O)N1CCN(CC1)C(=O)NC1=NC(N(C=C1)C1=CC=C(C=C1)CN(CCO)[C@@H]1CC[C@H](CC1)N)=O)(C)C